ClC(C1=NC2=C(C=NC=C2)N1)(Cl)Cl 2-(trichloromethyl)-3H-imidazo[4,5-c]pyridine